CN(/C=C(/C(=O)C1=CC=C(C2=CC=CC=C12)OC)\C1=CC(=C(C=C1)OC)OC)C (E)-3-(dimethylamino)-1-(4-methoxynaphthalen-1-yl)-2-(3,4-dimethoxyphenyl)prop-2-en-1-one